N(=[N+]=[N-])CCOCCOCCOCCOCCOCCOCCN(C(OCC[Si](C)(C)C)=O)C 2-trimethylsilylethyl N-[2-[2-[2-[2-[2-[2-(2-azidoethoxy)ethoxy]ethoxy]ethoxy]ethoxy]ethoxy]ethyl]-N-methyl-carbamate